(R)-N-(1-acetylpyrrolidin-3-yl)-2-(6-fluoro-1H-indol-3-yl)acetamide C(C)(=O)N1C[C@@H](CC1)NC(CC1=CNC2=CC(=CC=C12)F)=O